OC(COC(CCCCCCCCCCCCCCCCC)=O)CO.C(CCCCCCCCCCCCCCCCC)(=O)OC(CO)CO 1,3-dihydroxypropan-2-yl octadecanoate 2,3-dihydroxypropyl-octadecanoate